C(CCC)(=O)O butanic acid